(2S,3S)-3-(4-chlorophenyl)-3-[(1R)-1-(4-chlorophenyl)-7-fluoro-5-[(1S)-1-hydroxy-1-(oxan-4-yl)propyl]-1-methoxy-3-oxo-2,3-di-hydro-1H-isoindol-2-yl]-2-methylpropanoic acid ClC1=CC=C(C=C1)[C@H]([C@@H](C(=O)O)C)N1[C@@](C2=C(C=C(C=C2C1=O)[C@](CC)(C1CCOCC1)O)F)(OC)C1=CC=C(C=C1)Cl